OC1=C(C=CC=C1C(C)C)C(C)=O 1-(2-hydroxy-3-isopropylphenyl)ethane-1-one